4-(4-fluorophenyl)-6-isopropyl-2-[(N-methyl-N-methylsulfonyl)amino]pyrimidine-5-yl-methanol CC(C)C1=NC(=NC(=C1CO)C2=CC=C(C=C2)F)N(C)S(=O)(=O)C